4-nitro-4'-ethylbiphenyl [N+](=O)([O-])C1=CC=C(C=C1)C1=CC=C(C=C1)CC